tert-Butyl (1R,5S)-3-((R or S)-6-chloro-7-(8-chloro-3-hydroxynaphthalen-1-yl)-2-(3-(dimethylamino) azetidin-1-yl)-8-fluoroquinazolin-4-yl)-3,8-diazabicyclo[3.2.1]octane-8-carboxylate ClC=1C=C2C(=NC(=NC2=C(C1C1=CC(=CC2=CC=CC(=C12)Cl)O)F)N1CC(C1)N(C)C)N1C[C@H]2CC[C@@H](C1)N2C(=O)OC(C)(C)C